ClC(C1=NC(=NO1)C=1C=NC(=NC1)N[C@@H](C(C)C)C=1C=NC=NC1)(F)F |r| 5-[5-[chloro(difluoro)methyl]-1,2,4-oxadiazol-3-yl]-N-[rac-(1S)-2-methyl-1-pyrimidin-5-ylpropyl]pyrimidin-2-amine